4-(5-ethylpyridin-2-yl)-N-(4-methylpyridin-2-yl)thiazol-2-amine C(C)C=1C=CC(=NC1)C=1N=C(SC1)NC1=NC=CC(=C1)C